2-(((4-(3,8-diazabicyclo[3.2.1]octan-3-yl)-6,8-difluoro-7-(3-hydroxynaphthalen-1-yl)quinazolin-2-yl)oxy)methyl)cyclopropane C12CN(CC(CC1)N2)C2=NC(=NC1=C(C(=C(C=C21)F)C2=CC(=CC1=CC=CC=C21)O)F)OCC2CC2